6-(2-(3-chlorophenyl)-4-methyloxazol-5-yl)-2-((3-(5-fluoropyridin-3-yl)-1,2,4-thiadiazol-5-yl)methyl)pyridazin-3(2H)-one ClC=1C=C(C=CC1)C=1OC(=C(N1)C)C=1C=CC(N(N1)CC1=NC(=NS1)C=1C=NC=C(C1)F)=O